tert-butyl (1-hydroxy-3-(2-oxopyrrolidin-1-yl)propan-2-yl)carbamate OCC(CN1C(CCC1)=O)NC(OC(C)(C)C)=O